Cl.CO[C@@H]1CN(CC1)C1=CC(=NC(=N1)C1=CC=CC=C1)C(=O)N[C@H](C(=O)N1CCN(CC1)C(=O)OCCCC)CP(=O)(O)O butyl 4-((R)-2-{[6-((S)-3-methoxy-pyrrolidin-1-yl)-2-phenyl-pyrimidine-4-carbonyl]-amino}-3-phosphono-propionyl)-piperazine-1-carboxylate hydrochloride salt